2-[2-(4-amino-3-methoxy-phenyl)thiazol-5-yl]-N-tert-butyl-5-(2-oxopyrrolidin-1-yl)benzenesulfonamide NC1=C(C=C(C=C1)C=1SC(=CN1)C1=C(C=C(C=C1)N1C(CCC1)=O)S(=O)(=O)NC(C)(C)C)OC